C(C1=CC=CC=C1)/N=C/C1=NC=C(C=C1)C(F)(F)F (E)-N-benzyl-1-[5-(trifluoromethyl)-2-pyridyl]methanimine